6-((1R,2R)-3-(2-(4-(dec-9-yn-1-yloxy)phenyl)acetamido)-1,2-dihydroxypropyl)-4-hydroxy-5-(2-hydroxyacetamido)tetrahydro-2H-pyran-2-carboxylic acid C(CCCCCCCC#C)OC1=CC=C(C=C1)CC(=O)NC[C@H]([C@@H](O)C1C(C(CC(O1)C(=O)O)O)NC(CO)=O)O